OC(CN1C(C(=NC(=C1)F)C(=O)N)=O)CO 4-(2,3-dihydroxypropyl)-6-fluoro-3-oxo-3,4-dihydropyrazine-2-carboxamide